(S)-2-(3-(2-chloro-7-(1-methoxyethyl)pyrazolo[1,5-a]pyrimidin-6-yl)ureido)thiazole-5-carboxamide ClC1=NN2C(N=CC(=C2[C@H](C)OC)NC(NC=2SC(=CN2)C(=O)N)=O)=C1